CON(Cl)Cl methyloxynitrogen dichloride